CC=1C=CC=2N(C3=CC=C(C=C3C2C1)C)CCCP(OCC)(OCC)=O Diethyl [3-(3,6-dimethyl-9H-carbazol-9-yl)propyl]phosphonate